(1S,3S)-3-((6-(5-((2-(2-cyclopropylethyl)-2H-tetrazol-5-yl)methyl)-1-methyl-1H-1,2,3-triazol-4-yl)-2-methylpyridin-3-yl)oxy)cyclohexane-1-carboxylic acid C1(CC1)CCN1N=C(N=N1)CC1=C(N=NN1C)C1=CC=C(C(=N1)C)O[C@@H]1C[C@H](CCC1)C(=O)O